C1(CC1)CN1CCN(CC1)C=1C=CC(=C(C(=O)N[C@H](C)C2=CC(=C(C=C2)OC)OC)C1)CCC(=O)NN 5-[4-(cyclopropylmethyl)piperazin-1-yl]-N-[(1R)-1-(3,4-dimethoxyphenyl)ethyl]-2-(3-hydrazino-3-oxo-propyl)benzamide